Cis-4-[[2-chloro-6-[4-[4-[(4R)-4-(tert-butoxycarbonylamino)-2-oxo-pyrrolidin-1-yl]phenyl]sulfonylpiperazin-1-yl]-4-pyridyl]-difluoro-methyl]cyclohexanecarboxylic acid ClC1=NC(=CC(=C1)C([C@H]1CC[C@H](CC1)C(=O)O)(F)F)N1CCN(CC1)S(=O)(=O)C1=CC=C(C=C1)N1C(C[C@H](C1)NC(=O)OC(C)(C)C)=O